4-((4-((1-(tert-butyl)-1H-tetrazol-5-yl)methyl)piperazin-1-yl)methyl)benzonitrile C(C)(C)(C)N1N=NN=C1CN1CCN(CC1)CC1=CC=C(C#N)C=C1